[Au].[Ru].[Ir] iridium-ruthenium-gold